C=1(C(=CC=C2CCCCC12)O)C1=CC=CC=2CCCCC12 5,5',6,6',7,7',8,8'-octahydro-1,1-binaphthyl-2-ol